C1(CCC1)NC(=O)C1=CC(=C(C=N1)COC1=CC=CC(=N1)C1=CC(=C(CC2=NC3=C(N2C[C@H]2OCC2)C=C(C=C3)C(=O)O)C=C1F)F)F (S)-2-(4-(6-((6-(cyclobutylcarbamoyl)-4-fluoropyridin-3-yl)methoxy)pyridin-2-yl)-2,5-difluorobenzyl)-1-(oxetan-2-ylmethyl)-1H-benzo[d]imidazole-6-carboxylic acid